Methyl 9-(1-(tert-butoxycarbonyl)-1H-indol-6-yl)-6-hydroxy-[1,2,4]triazolo[5,1-a]isoquinoline-5-carboxylate C(C)(C)(C)OC(=O)N1C=CC2=CC=C(C=C12)C1=CC=C2C(=C(N3C(C2=C1)=NC=N3)C(=O)OC)O